NC=1C(=NC=C(N1)N1CCC(CC1)(C)N)SC=1C(=C(C=CC1)NCC1=CC=C(N=N1)N1C(NC(CC1)=O)=O)Cl 1-(6-(((3-((3-amino-5-(4-amino-4-methylpiperidin-1-yl)pyrazin-2-yl)thio)-2-chlorophenyl)amino)methyl)pyridazin-3-yl)dihydropyrimidine-2,4(1H,3H)-dione